COC1=CC=C(C=2OCCOC21)OC 5,8-dimethoxy-2,3-dihydrobenzo[b][1,4]dioxine